(S)-2-((1H-pyrrolo[2,3-b]pyridin-5-yl)oxy)-4-(2-(2-(2-isopropylphenyl)pyrrolidin-1-yl)-7-azaspiro[3.5]non-7-yl)benzoic acid methyl ester COC(C1=C(C=C(C=C1)N1CCC2(CC(C2)N2[C@@H](CCC2)C2=C(C=CC=C2)C(C)C)CC1)OC=1C=C2C(=NC1)NC=C2)=O